CN1C=NC2=C1C=C(C=C2)C(=O)[O-] 3-methyl-benzimidazole-5-carboxylate